OC1(COC1)C1=CC=C(C=C1)C(=O)N1CCC2=CC(=CC=C12)C1=CC=C(C=C1)C(F)(F)F (4-(3-hydroxyoxetan-3-yl)phenyl)(5-(4-(trifluoromethyl)phenyl)indolin-1-yl)methanone